tert-butyl 7-[2-({4-[2-(3,3-difluoroazetidin-1-yl)-2-oxoethyl]phenyl} amino)-5H,6H,7H,8H-pyrido[3,4-d]pyrimidin-7-yl]-8-methyl-1H,2H,3H-pyrido[2,3-b][1,4]oxazine-1-carboxylate FC1(CN(C1)C(CC1=CC=C(C=C1)NC=1N=CC2=C(N1)CN(CC2)C2=C(C1=C(OCCN1C(=O)OC(C)(C)C)N=C2)C)=O)F